CN1N=CC=C1CN1CCC(CC1)CNC(OC(C)(C)C)=O tert-Butyl N-[[1-[(2-methylpyrazol-3-yl)methyl]-4-piperidyl]methyl]carbamate